ClC1=NC2=C(C=C1)N=C(N2CC(=O)N(C)C)C 2-(5-Chloro-2-methyl-3H-imidazo[4,5]pyridin-3-yl)-N,N-dimethylacetamide